FC1=C(OC2=CC=C(C=C2)C=2N=C(N3C2C=NC=C3)[C@H]3CN(CCC3)C(=O)OCC3=CC=CC=C3)C=CC=C1OC (R)-benzyl 3-(1-(4-(2-fluoro-3-methoxyphenoxy)-phenyl)imidazo[1,5-a]pyrazin-3-yl)piperidine-1-carboxylate